1-(3-(2-(4,4-difluoroazepan-1-yl)-7-fluoroquinoline-3-carboxamido)phenyl)guanidinium FC1(CCN(CCC1)C1=NC2=CC(=CC=C2C=C1C(=O)NC=1C=C(C=CC1)NC(=[NH2+])N)F)F